(R)-1-((5-fluoro-2-(2-methoxy-7-methylquinoxalin-5-yl)benzo[d]thiazol-6-yl)oxy)propan-2-yl (6-((2-hydroxy-2-methylpropyl)(methyl)carbamoyl)pyridin-3-yl)carbamate OC(CN(C(=O)C1=CC=C(C=N1)NC(O[C@@H](COC1=CC2=C(N=C(S2)C2=C3N=CC(=NC3=CC(=C2)C)OC)C=C1F)C)=O)C)(C)C